(R,R)- and (R,S)-5,6-bis(benzyloxy)-2-(isopropylamino)-1,2,3,4-tetrahydronaphthalen-1-ol C(C1=CC=CC=C1)OC1=C2CC[C@H]([C@@H](C2=CC=C1OCC1=CC=CC=C1)O)NC(C)C |&1:12|